2-(4-(aminomethyl)-4-phenethylpiperidin-1-yl)-1-(4-(2-methoxybenzyl)piperazin-1-yl)ethan-1-one NCC1(CCN(CC1)CC(=O)N1CCN(CC1)CC1=C(C=CC=C1)OC)CCC1=CC=CC=C1